CN(CCCNCC1=CC=C(C=C1)C=1N=C(C2=C(N1)N(C=C2)C2=CC=CC=C2)C2=CC=C(C=C2)CNCCCN(C)C)C 2,4-bis{4-[(3-dimethylaminopropyl)aminomethyl]phenyl}-7-phenyl-7H-pyrrolo[2,3-d]pyrimidine